CN1N=C(C=2N=CN(C(C21)=O)CC(=O)O)NC=2C=NC(=CC2)C(F)(F)F 2-(1-methyl-7-oxo-3-((6-(trifluoromethyl)pyridin-3-yl)amino)-1,7-dihydro-6H-pyrazolo[4,3-d]pyrimidin-6-yl)acetic acid